ClC1=C(C=CC=C1)NNC(=O)C=1C(=NN(C1)C=1SC=CN1)C(F)(F)F N'-(2-chlorophenyl)-1-(thiazol-2-yl)-3-(trifluoromethyl)-1H-pyrazole-4-carbohydrazide